bis[cyclopentyl-(diphenyl)phosphino]palladium (3-) C1(CCCC1)P(C1=CC=CC=C1)(C1=CC=CC=C1)[Pd-3]P(C1CCCC1)(C1=CC=CC=C1)C1=CC=CC=C1